C(C)OC1=CC(=NN1C1=CC=C(C=C1)CO)C(F)(F)F (4-(5-ethoxy-3-(trifluoromethyl)-1H-pyrazol-1-yl)phenyl)methanol